S(N)(=O)(=O)C=1C=C(C2=C(N=C(O2)N2CC3N(C(C2)C3)C(=O)OC(C)(C)C)C1)C=1SC=CN1 tert-Butyl 3-(5-sulfamoyl-7-(thiazol-2-yl)benzo[d]oxazol-2-yl)-3,6-diazabicyclo[3.1.1]heptane-6-carboxylate